FC(CO)(F)C=1C(=C(C=CC1)[C@@H](C)NC1=NC(=NC2=CC3=C(C=C12)N(C(CO3)=O)C)C)F (R)-4-((1-(3-(1,1-difluoro-2-hydroxyethyl)-2-fluorophenyl)ethyl)amino)-2,6-dimethyl-6H-[1,4]oxazino[3,2-g]quinazolin-7(8H)-one